(tetrahydropyran-2-yloxy)-amine O1C(CCCC1)ON